(S)-4-(2-Fluorenylmethoxycarbonylamino-3-(4-(4-(2-ethoxyethyl)-2-oxopiperazin-1-yl)phenyl)propanamido)-1-tert-butoxycarbonyl-indole C1(=CC=CC=2C3=CC=CC=C3CC12)COC(=O)N[C@H](C(=O)NC1=C2C=CN(C2=CC=C1)C(=O)OC(C)(C)C)CC1=CC=C(C=C1)N1C(CN(CC1)CCOCC)=O